C(C(=C)C)(=O)NCCOC(NCC1=CC=C(C=C1)CN1C(=NC=2C(=NC=3C=CC=CC3C21)N)C(C)CC)=O 4-((4-amino-2-sec-butyl-1H-imidazo[4,5-c]Quinolin-1-yl)methyl)benzylcarbamic acid 2-methacrylamidoethyl ester